tert-butyl 8-[3-[tert-butyl(diphenyl)silyl]oxyphenyl]-3,8-diazabicyclo[3.2.1]octane-3-carboxylate [Si](C1=CC=CC=C1)(C1=CC=CC=C1)(C(C)(C)C)OC=1C=C(C=CC1)N1C2CN(CC1CC2)C(=O)OC(C)(C)C